NC1=C(C(=O)NC2CCCCC2)C=C(C=N1)C1=CC=C(C=C1)C(NCCN1CCN(CC1)C)=O 2-amino-N-cyclohexyl-5-(4-((2-(4-methylpiperazin-1-yl)ethyl)carbamoyl)phenyl)nicotinamide